(((2-(3-(cyclohexanecarboxamido)phenyl)thieno[2,3-d]pyrimidin-4-yl)amino)methylene)bis(phosphonic acid) C1(CCCCC1)C(=O)NC=1C=C(C=CC1)C=1N=C(C2=C(N1)SC=C2)NC(P(O)(O)=O)P(O)(O)=O